C1(=CC=C(C=C1)N)C1=CC=C(C=C1)N 1,1'-bi-phenyl-4,4'-diamine